NC1=C2C(=NC=N1)N(N=C2C(=O)O)C2CC=CC2 4-amino-1-(cyclopent-3-en-1-yl)-1H-pyrazolo[3,4-d]pyrimidine-3-carboxylic acid